CC=1C=C(C=CC1NC1=NC=CC(=N1)N(C1=CC=C2C(=NNC2=C1)C)C)S(=O)(=O)N 3-methyl-4-({4-[methyl-(3-methyl-1H-indazol-6-yl)amino]-2-pyrimidinyl}amino)benzenesulfonamide